N-(4-(1,2,2-triphenylvinyl)phenyl)phenanthrene-1-amine C1(=CC=CC=C1)C(=C(C1=CC=CC=C1)C1=CC=CC=C1)C1=CC=C(C=C1)NC1=CC=CC=2C3=CC=CC=C3C=CC12